tert-butyl (S)-(2-(5-methyl-2,3-dioxopiperazin-1-yl)ethyl)carbamate C[C@@H]1NC(C(N(C1)CCNC(OC(C)(C)C)=O)=O)=O